4-benzyloxy-N-(4-fluorophenyl)-2-(2-tetrahydropyran-4-ylethynyl)aniline C(C1=CC=CC=C1)OC1=CC(=C(NC2=CC=C(C=C2)F)C=C1)C#CC1CCOCC1